N-(5-((1R,3R)-3-(3-isopropyl-1-methylureido)cyclopentyl)-1H-pyrazol-3-yl)-2-(3-methylisoxazol-5-yl)acetamide C(C)(C)NC(N(C)[C@H]1C[C@@H](CC1)C1=CC(=NN1)NC(CC1=CC(=NO1)C)=O)=O